BrC=1C(=NN(C1OC)C)CO (4-bromo-5-methoxy-1-methyl-pyrazol-3-yl)methanol